Butanoic acid, anhydride C(CCC)(=O)OC(CCC)=O